2-(6-(4-chlorophenyl)-1,1-dioxido-1,2,6-thiadiazinan-2-yl)-N-(5-hydroxyadamantane-2-yl)acetamide ClC1=CC=C(C=C1)N1CCCN(S1(=O)=O)CC(=O)NC1C2CC3CC(CC1C3)(C2)O